3,5-dinitroperbenzoic acid [N+](=O)([O-])C1=CC(=CC(=C1)[N+](=O)[O-])C(=O)OO